1-((3S,4R)-3-fluoro-4-((5-(4-(trifluoromethyl)phenyl)pyrido[2,3-d]pyridazin-8-yl)amino)pyrrolidin-1-yl)prop-2-en-1-one F[C@H]1CN(C[C@H]1NC=1N=NC(=C2C1N=CC=C2)C2=CC=C(C=C2)C(F)(F)F)C(C=C)=O